(E)-2-(piperazin-1-yl)ethyl-2-((2-methyl-2-(4-phenylthiazol-2-yl)hydrazono)methyl)benzene N1(CCNCC1)CCC1=C(C=CC=C1)/C=N/N(C=1SC=C(N1)C1=CC=CC=C1)C